FC=1C=C2CN(CC2=CC1)C(=O)NCC(NC)C1=CC=C(C=C1)OC (-)-5-fluoro-N-(2-(4-methoxyphenyl)-2-(methylamino)ethyl)isoindoline-2-carboxylic acid amide